2-((2-(3-methoxypyrrolidin-1-yl)ethyl)thio)-1,4-dihydroquinazoline dihydrochloride Cl.Cl.COC1CN(CC1)CCSC=1NC2=CC=CC=C2CN1